C[Si]C bis-methyl-silicon